(2S,3R)-2-(5-acetyl-1-oxo-2,5-diazaspiro[3.4]octan-2-yl)-3-hydroxy-N-(pyrimidin-2-ylmethyl)butanamide C(C)(=O)N1C2(CN(C2=O)[C@H](C(=O)NCC2=NC=CC=N2)[C@@H](C)O)CCC1